3-Bromomethyl-2-chloro-4-methanesulfonylbenzoic acid BrCC=1C(=C(C(=O)O)C=CC1S(=O)(=O)C)Cl